4-(4-Bromothiophen-2-yl)-2-(methylthio)-1H-imidazole BrC=1C=C(SC1)C=1N=C(NC1)SC